C(#N)C1=C(N=C2N(C1=O)C(=NN2C2=CC=CC=C2)C(=O)OCC)C2=CC=C(C=C2)OC Ethyl 6-cyano-7-(4-methoxyphenyl)-5-oxo-1-phenyl-1,5-dihydro[1,2,4]triazolo[4,3-a]pyrimidine-3-carboxylate